Cl.NC(CCCCCCNC(C[C@H]1C=2N(C3=C(C(=N1)C1=CC=C(C=C1)Cl)C(=C(S3)C)C)C(=NN2)C)=O)([2H])[2H] (S)-N-(7-aminoheptyl-7,7-d2)-2-(4-(4-chlorophenyl)-2,3,9-trimethyl-6H-thieno[3,2-f][1,2,4]triazolo[4,3-a][1,4]diazepin-6-yl)acetamide hydrochloride